2,2,7-trimethyl-3-undecene CC(C)(C=CCCC(CCCC)C)C